N3-(3-chlorophenyl)-1-(piperidin-4-ylmethyl)-1H-pyrazolo[3,4-d]pyrimidine-3,4-diamine ClC=1C=C(C=CC1)NC1=NN(C2=NC=NC(=C21)N)CC2CCNCC2